C1(=CC(=CC=C1)CNNC(=O)OC(C)(C)C)CNNC(=O)OC(C)(C)C di-tert-butyl 2,2'-(1,3-phenylenebis(methylene))-bis(hydrazine-1-carboxylate)